5-(4-fluoro-1-isopropyl-2-methyl-1H-benzo[d]imidazol-6-yl)-N-(1-methylazetidin-3-yl)pyrrolo[2,1-f][1,2,4]triazin-2-amine FC1=CC(=CC=2N(C(=NC21)C)C(C)C)C=2C=CN1N=C(N=CC12)NC1CN(C1)C